N1C(CCC1)B(O)O pyrrolidin-2-yl-boronic acid